[3-(3-ethyl-4-oxo-spiro[6,8-dihydro-5H-pyrazolo[4,3-c]azepine-7,4'-tetrahydropyran]-1-yl)-2,2-dimethyl-propyl] tetrahydro-furan-3-carboxylate O1CC(CC1)C(=O)OCC(CN1N=C(C=2C(NCC3(CCOCC3)CC21)=O)CC)(C)C